N,N-dihydroxymethyl-propylenediamine OCN(CC(C)N)CO